methyl para-hydroxybenzoate (methyl para-hydroxybenzoate) CC1=C(C(=O)O)C=CC(=C1)O.OC1=CC=C(C(=O)OC)C=C1